2-(4,5-dichloro-6-oxo-pyridazin-1-yl)-N-[4-methyl-3-[[rac-(1S)-1-benzyl-2-hydroxy-ethyl]sulfamoyl]phenyl]propanamide ClC=1C=NN(C(C1Cl)=O)C(C(=O)NC1=CC(=C(C=C1)C)S(N[C@H](CO)CC1=CC=CC=C1)(=O)=O)C |r|